NC=1NC2=CC(=C(C=C2C1C#N)Br)OC 2-amino-5-bromo-6-methoxy-1H-indole-3-carbonitrile